Acetoxime, Hydrochloride Cl.CC(C)=NO